tert-butyl-4-[4-[2-(2-aminophenyl)ethyl]phenoxy]piperidine C(C)(C)(C)N1CCC(CC1)OC1=CC=C(C=C1)CCC1=C(C=CC=C1)N